C(C=C)(=O)OC(C)(CC)OCCC=C 2-(2-vinylethoxy)-2-butyl acrylate